ClC=1C=C(C=C2C(=C(C=NC12)C#N)NC1=CC(=C(C=C1)F)Cl)N[C@@H](C1=CN=CS1)C=1N=NN(C1)C1CCN(CC1)CCC (R)-8-chloro-4-((3-chloro-4-fluorophenyl)amino)-6-(((1-(1-propylpiperidin-4-yl)-1H-1,2,3-triazol-4-yl)(thiazol-5-yl)methyl)amino)quinoline-3-carbonitrile